methyloctadecyl-bis(dimethylamino)silane C[Si](N(C)C)(N(C)C)CCCCCCCCCCCCCCCCCC